trivinyl-ethoxysilane C(=C)[Si](OCC)(C=C)C=C